(2S,4R)-1-(2-(3-acetyl-5-(2-methylpyrimidin-5-yl)-1H-indazol-1-yl)acetyl)-4-fluoro-N-(2-(trifluoromethoxy)eth-yl)pyrrolidine-2-carboxamide C(C)(=O)C1=NN(C2=CC=C(C=C12)C=1C=NC(=NC1)C)CC(=O)N1[C@@H](C[C@H](C1)F)C(=O)NCCOC(F)(F)F